(R)-2-methyl-2-(((6-(1-methyl-1H-pyrazol-4-yl)pyrazolo[1,5-a]pyrazin-4-yl)oxy)methyl)morpholine hydrochloride Cl.C[C@@]1(CNCCO1)COC=1C=2N(C=C(N1)C=1C=NN(C1)C)N=CC2